1,3-Bis(tris(hydroxymethyl)methylamino)propane OCC(NCCCNC(CO)(CO)CO)(CO)CO